5-(((3S,4R)-1-((7-ethyl-6-oxo-5,6-dihydro-1,5-naphthyridin-3-yl)methyl)-4-fluoropyrrolidin-3-yl)oxy)-N-methylpicolinamide C(C)C=1C(NC=2C=C(C=NC2C1)CN1C[C@@H]([C@@H](C1)F)OC=1C=CC(=NC1)C(=O)NC)=O